N,N'-1,6-Hexanediylbis[3-[4-hydroxy-3,5-bis(2-methyl-2-propanyl)phenyl]propanamide] C(CCCCCNC(CCC1=CC(=C(C(=C1)C(C)(C)C)O)C(C)(C)C)=O)NC(CCC1=CC(=C(C(=C1)C(C)(C)C)O)C(C)(C)C)=O